NC1=C(C(=O)OC)C=C(C=C1)OC(F)(F)Cl methyl 2-amino-5-(chlorodifluoromethoxy)benzoate